1-(tert-butoxycarbonyl)-2-cyclopropyl-2-(pyrimidin-2-yl)hydrazine C(C)(C)(C)OC(=O)NN(C1=NC=CC=N1)C1CC1